SC1=CC=C(C=C1)N1C(=NC2=CC=CC(=C2C1=O)OC)C 3-(4-mercaptophenyl)-5-methoxy-2-methylquinazolin-4(3H)-one